2,7-dimethylpyrido[2,3-d]pyrimidin-4-amine CC=1N=C(C2=C(N1)N=C(C=C2)C)N